O[C@@H]1COCC[C@H]1N1C=CC2=C1N=NC(=C2)C2=C(C=C1C(C=CO1)=C2O)C 5-[7-[(3S,4R)-3-hydroxytetrahydropyran-4-yl]pyrrolo[2,3-c]pyridazin-3-yl]-6-methyl-benzofuran-4-ol